8-[6-({[4-(Aminomethyl)phenyl]methyl}amino)pyridin-3-yl]-1,3-dicyclopropylxanthine NCC1=CC=C(C=C1)CNC1=CC=C(C=N1)C1=NC=2N(C(N(C(C2N1)=O)C1CC1)=O)C1CC1